ClC(C(=O)OCC(O)OC)C 2-methoxy-2-hydroxyethyl 2-chloropropionate